O(C#N)C1=CC=C(C=C1)C(CCC)C1=CC=C(C=C1)OC#N 1,1-bis(4-cyanatophenyl)butane